C(#N)C=1C=C(C=CC1/N=C/N(C)C)NC(C(C(=O)[O-])F)=O (E)-3-((3-cyano-4-(((E)-(dimethylamino) methylene) amino) phenyl) amino)-2-fluoro-3-oxoprop-anoate